Cobalt (II) benzoat C(C1=CC=CC=C1)(=O)[O-].[Co+2].C(C1=CC=CC=C1)(=O)[O-]